1-cyclopropyl-8-chloro-6,7-difluoro-1,4-dihydro-4-oxo-3-quinolinecarboxylic acid C1(CC1)N1C=C(C(C2=CC(=C(C(=C12)Cl)F)F)=O)C(=O)O